FC(C1=NC=CC(=C1)OC1=CC=C(C=C1)C1=NOC(=N1)CC(C(=O)OC(C)(C)C)=C)(F)F tert-butyl 2-((3-(4-(2-(trifluoromethyl)pyridin-4-yloxy)phenyl)-1,2,4-oxadiazol-5-yl)methyl)acrylate